diazo(2-methyl-2-butene) [N+](=[N-])=CC(=CC)C